O[C@@H]1[C@H](CC1)NC(C1=NC(=CC(=C1)CC1=CC=C(C=C1)C=1N=C(OC1)C)N1N=CC=C1)=O N-((1S,2S)-2-hydroxycyclobutyl)-4-(4-(2-methyloxazol-4-yl)benzyl)-6-(1H-pyrazol-1-yl)picolinamide